ClC1=C(C=CC(=C1)Cl)C1=CC2=C(N=C(N=C2)NC=2C=NN(C2)C2CCN(CC2)C)N2C1=NCC2 6-(2,4-dichlorophenyl)-N-(1-(1-methylpiperidin-4-yl)-1H-pyrazol-4-yl)-8,9-dihydroimidazo[1',2':1,6]pyrido[2,3-d]pyrimidin-2-amine